(3-(trifluoromethyl)benzyl)piperidine-4-carboxamide FC(C=1C=C(CN2CCC(CC2)C(=O)N)C=CC1)(F)F